1-chloro-2,3,3-trifluorocyclobutene ClC1=C(C(C1)(F)F)F